S1C=C(C2=C1C=CC=C2)C=2N(C(=CC2C(=O)O)C2=C1C(=NC=C2)NC=C1)COCC[Si](C)(C)C 2-(1-benzothien-3-yl)-5-(1H-pyrrolo[2,3-b]pyridin-4-yl)-1-{[2-(trimethylsilyl)ethoxy]methyl}-1H-pyrrole-3-carboxylic acid